S(=O)(=O)(O)O.NC(=S)N Thiourea sulfate